ON1CC(C=CC1=O)=O 1,6-dihydro-1-hydroxy-6-oxo-3-pyridinone